3-chloro-4-[(3,5-difluoropyridin-2-yl)methoxy]-2'-[2-(2-hydroxypropan-2-yl)pyrimidin-4-yl]-5'-methoxy-6-methyl-[1,4'-bipyridin]-2-one ClC=1C(N(C(=CC1OCC1=NC=C(C=C1F)F)C)C1=CC(=NC=C1OC)C1=NC(=NC=C1)C(C)(C)O)=O